Ethyl-1,2-ethylenediamine C(C)NCCN